C1(CCCCC1)N=C=NC1CCCCC1 N,N'-DiCYCLOHEXYLCARBODiiMiDE